N-{5-[(2-chloro-5-fluorophenyl)carbonyl]-4-cyano-1H-indazol-6-yl}-3-fluoro-5-(trifluoromethyl)benzamide ClC1=C(C=C(C=C1)F)C(=O)C=1C(=C2C=NNC2=CC1NC(C1=CC(=CC(=C1)C(F)(F)F)F)=O)C#N